2-((8-amino-6-(5-amino-4-ethylpyridin-3-yl)-7-fluoroisoquinolin-3-yl)amino)-6-isopropyl-5,6-dihydro-4H-pyrazolo[1,5-d][1,4]diazepin-7(8H)-one NC=1C(=C(C=C2C=C(N=CC12)NC1=NN2CC(N(CCC2=C1)C(C)C)=O)C=1C=NC=C(C1CC)N)F